NCC1=NNC(C2=C(C=C(C=C12)C=1C=NN(C1C1=C(C#N)C(=CC=C1)OC1CC1)C)C)=O 2-(4-(4-(aminomethyl)-8-methyl-1-oxo-1,2-dihydrophthalazin-6-yl)-1-methyl-1H-pyrazol-5-yl)-6-cyclopropoxybenzonitrile